cetyl-neopentyl glycol diacetate C(C)(=O)OC(C(C)(COC(C)=O)C)CCCCCCCCCCCCCCCC